C(C1=CC=CC=C1)OCC1=C(C#N)C=C(C(=C1)F)F 2-((benzyloxy)methyl)-4,5-difluorobenzonitrile